octafluoro-3-pentanol FC(C(C(C(F)(F)F)(F)F)(O)F)(C)F